OC(C)(C)C1=CC=C(C=N1)C=1N=C2C(=NC1)N=CCN2C2CCNCC2 6-(6-(2-hydroxypropan-2-yl)pyridin-3-yl)-4-(piperidin-4-yl)-3,4-dihydropyrazino[2,3-b]pyrazin